C(CCCCCCCCCCC)(=O)OOC(CCCCCCCCCCC)=O Lauroylperoxid